2-(1'-methylcyclohex-1-yl)-4,6-dimethylphenol CC1(CCCCC1)C1=C(C(=CC(=C1)C)C)O